C(C)OC(CCN(C(CC(=O)OCC)=O)[C@@H](C)C1=CC=CC=C1)=O ethyl (S)-3-((3-ethoxy-3-oxopropyl)(1-phenylethyl)amino)-3-oxopropanoate